COC=1C=C(C=C(C1OC)OC)N1C([C@H]([C@@H]1C1=CC(=C(C=C1)OC)OCC1=CC=CC=C1)CO)=O (3R,4R)-1-(3,4,5-trimethoxyphenyl)-4-(3-benzyloxy-4-methoxyphenyl)-3-hydroxymethyl-azetidin-2-one